magnesium (((1r,4r)-4-methoxycyclohexyl)methyl) bromide COC1CCC(CC1)CBr.[Mg]